N-(aminopropyl)ethanolamine NCCCNCCO